silicon-calcium-zinc [Zn].[Ca].[Si]